monophenyl-monoiodosilane C1(=CC=CC=C1)[SiH2]I